C1(CC1)C1=NC=NC(=C1C1=NC=C(C(=N1)CC1=CC=C(C=C1)C=1N(C=C(N1)C(F)(F)F)C)OCC)OC 4'-cyclopropyl-5-ethoxy-6'-methoxy-4-(4-(1-methyl-4-(trifluoromethyl)-1H-imidazol-2-yl)benzyl)-2,5'-bipyrimidine